4-morpholino-N-(2-(pyridin-2-yl)ethyl)-6-(3-(m-tolyl)-1H-pyrazol-1-yl)pyrimidin-2-amine O1CCN(CC1)C1=NC(=NC(=C1)N1N=C(C=C1)C=1C=C(C=CC1)C)NCCC1=NC=CC=C1